4'-((2-Butyl-4-oxo-1,3-diazaspiro[4.4]non-1-en-3-yl)methyl)-N-(4-chloro-5-methyl-Isoxazol-3-yl)-2'-(cyclopropoxymethyl)-[1,1'-biphenyl]-2-sulfonamide C(CCC)C1=NC2(C(N1CC1=CC(=C(C=C1)C=1C(=CC=CC1)S(=O)(=O)NC1=NOC(=C1Cl)C)COC1CC1)=O)CCCC2